C(C)(=O)O[C@@H]1O[C@@H]([C@@H]([C@H]1OC(C)=O)F)C(C)(C)OC(C(F)(F)F)=O (2S,3S,4S,5R)-4-fluoro-5-(2-(2,2,2-trifluoroacetoxy)propan-2-yl)tetrahydrofuran-2,3-diyl diacetate